ethyl-(trimethylsilyl)dimethyl-ketene C(C)C(C(=C=O)C)[Si](C)(C)C